[Si](C)(C)(C(C)(C)C)OCCC(C(=O)O)C1=C(C=CC=C1)[N+](=O)[O-] 4-((tert-butyldimethylsilyl)oxy)-2-(2-nitrophenyl)butyric acid